CC=1C=CC=C2CCCN(C12)S(=O)(=O)C1=C(C=CC(=C1)C=1C=NN(C1)C)C 8-methyl-1-[2-methyl-5-(1-methyl-1H-pyrazol-4-yl)benzenesulfonyl]-1,2,3,4-tetrahydroquinoline